(S)-8-(1,2,3,4-tetrahydronaphthalene-1-carbonyl)-1,3,8-triazaspiro[4.5]decane-2,4-dione [C@@H]1(CCCC2=CC=CC=C12)C(=O)N1CCC2(C(NC(N2)=O)=O)CC1